tert-Butyl N-[exo-8-(6-chloro-5-formylpyrazin-2-yl)-8-azabicyclo[3.2.1]octan-3-yl]carbamate ClC1=C(N=CC(=N1)N1C2CC(CC1CC2)NC(OC(C)(C)C)=O)C=O